ClC=1C=C(CN2CC=3C(N(C=4N(CCCCN4)C3CC2)CC2=CC=C(C=C2)Cl)=O)C=CC1 3-(3-chlorobenzyl)-6-(4-chlorobenzyl)-1,2,3,4,8,9,10,11-octahydropyrido[3',4':5,6]pyrimido[1,2-a][1,3]diazepin-5(6H)-one